N-(8-(1H-indol-3-yl)imidazo[1,2-b]pyridazin-6-yl)-2-(4-(piperidin-4-yl)phenyl)acetamide dihydrochloride Cl.Cl.N1C=C(C2=CC=CC=C12)C=1C=2N(N=C(C1)NC(CC1=CC=C(C=C1)C1CCNCC1)=O)C=CN2